N1,N2-bis(3-(bis(16-methylheptadecyl)amino)propyl)oxalamide CC(CCCCCCCCCCCCCCCN(CCCNC(C(=O)NCCCN(CCCCCCCCCCCCCCCC(C)C)CCCCCCCCCCCCCCCC(C)C)=O)CCCCCCCCCCCCCCCC(C)C)C